7-Fluoro-1-((1-(1-methyl-1H-pyrazol-4-yl)-1H-indazol-6-yl)oxy)-2,3-dihydro-1H-indene-5-carbonitrile FC=1C=C(C=C2CCC(C12)OC1=CC=C2C=NN(C2=C1)C=1C=NN(C1)C)C#N